ClC1=C(C=CC=C1F)C=1C(N(C(N(C1)CC(=O)OC)=O)C(C)C)=O Methyl [5-(2-chloro-3-fluoro-phenyl)-3-isopropyl-2,4-dioxo-3,4-dihydro-2H-pyrimidin-1-yl]-acetate